(1S,4S,5R)-2-[4-(methanesulfonylcarbamoyl) phenyl]-2-azabicyclo[2.2.1]heptan-5-yl 5-cyclopropyl-3-(2,6-dichlorophenyl)-1,2-oxazole-4-carboxylate C1(CC1)C1=C(C(=NO1)C1=C(C=CC=C1Cl)Cl)C(=O)O[C@H]1[C@@H]2CN([C@H](C1)C2)C2=CC=C(C=C2)C(NS(=O)(=O)C)=O